ClC=1C2=C(N=CN1)SC(=N2)CC(F)(F)F 7-chloro-2-(2,2,2-trifluoroethyl)[1,3]thiazolo[5,4-d]pyrimidine